5-[1-fluoro-3,6-dihydroxy-7-(3-hydroxy-3-methylbutoxy)naphthalen-2-yl]-1λ6,2,5-thiadiazolidine-1,1,3-trione FC1=C(C(=CC2=CC(=C(C=C12)OCCC(C)(C)O)O)O)N1CC(NS1(=O)=O)=O